O=S1(NOCCC2=C1C=CC=C2)=O 1,1-Dioxo-4,5-dihydro-2H-benzo[d][1,3,2]oxthiazepine